O1C=CC=2C1=CC=CC2C(=O)[O-] benzofuran-4-carboxylate